CC1=NC2=CC=CC(=C2C(N1C1C(NC(CC1)=O)=O)=O)NCC1=NC=C(C=C1)CN1CCOCC1 3-(2-methyl-5-(((5-(morpholinomethyl)pyridin-2-yl)methyl)amino)-4-oxoquinazolin-3(4H)-yl)piperidine-2,6-dione